4-(5-(3-((tert-butyldimethylsilyl)oxy)propyl)-6-methoxybenzo[b]Thiophene-2-yl)-4-oxobutanoic acid tert-butyl ester C(C)(C)(C)OC(CCC(=O)C1=CC2=C(S1)C=C(C(=C2)CCCO[Si](C)(C)C(C)(C)C)OC)=O